N1-(2,5-dichloropyrimidin-4-yl)-6-fluorobenzene-1,3-diamine ClC1=NC=C(C(=N1)NC1=CC(=CC=C1F)N)Cl